C1(CCCCC1)N1C=NC(=C1C1=NC(NC=C1)(N)S(=O)(=O)C)C1=CC=C(C=C1)F 4-(1-Cyclohexyl-4-(4-fluorophenyl)-1H-imidazol-5-yl)-2-methylsulfonylpyrimidin-2-amine